N-(3',4',5'-trifluoro-biphenyl-2-yl)-1-methyl-3-trifluoromethylpyrazole-4-ylcarboxamide FC=1C=C(C=C(C1F)F)C1=C(C=CC=C1)NC(=O)C=1C(=NN(C1)C)C(F)(F)F